N1(CCC2=CC=CC=C12)C1=NNC2=C(C=C1)C=CC=C2 indolinyl-benzodiazepine